(3aR,5R,6aS)-5-(2,4-difluorophenoxy)-2-((S)-2-hydroxy-2-(4-hydroxyphenyl)ethyl)hexahydrocyclopenta[c]pyrrol-3a(1H)-ol FC1=C(O[C@H]2C[C@]3([C@H](CN(C3)C[C@H](C3=CC=C(C=C3)O)O)C2)O)C=CC(=C1)F